NC1=C(C(=NC=N1)C=1C=NN(C1)[C@H](CN(C)C)C1=CC=C(C=C1)C(F)(F)F)C1=CC=C(C=C1)Cl (2S)-2-{4-[6-Amino-5-(p-chlorophenyl)-4-pyrimidinyl]-1H-pyrazol-1-yl}-1-(dimethylamino)-2-[p-(trifluoromethyl)phenyl]ethane